[4-({7-amino-5-methyl-[1,2,4]triazolo[1,5-a]pyridin-6-yl}methyl)phenyl](imino)methyl-λ6-sulfanone NC1=CC=2N(C(=C1CC1=CC=C(C=C1)[SH2](=O)C=N)C)N=CN2